COS(=O)(=O)OC.CCCC butane dimethylsulfate